C(CCCCCCCCC)C1=CC=C(C=C1)OB(O)O 4-decylphenyl-boric acid